1-methyl-4-((R)-1-(((R)-((R)-7-(1-methyl-1H-pyrazol-4-yl)-1,2,3,4-tetrahydropyrido[2,3-b]pyrazin-3-yl)(phenyl)methyl)amino)propan-2-yl)pyridin-2(1H)-one CN1C(C=C(C=C1)[C@H](CN[C@H](C1=CC=CC=C1)[C@H]1CNC2=C(N1)N=CC(=C2)C=2C=NN(C2)C)C)=O